o-aminotoluenesulfonic acid NC1=C(CS(=O)(=O)O)C=CC=C1